C1(CC1)C(=O)NC1=CC(=C(N=N1)C(=O)NC([2H])([2H])[2H])NC1=NC=CC(=C1OC)C1=NC=C(N=C1)C(C)(C)O 6-(cyclopropanecarboxamido)-4-((4-(5-(2-hydroxypropan-2-yl)pyrazin-2-yl)-3-methoxypyridin-2-yl)amino)-N-(methyl-d3)pyridazine-3-carboxamide